CC=1SC(=CN1)S(=O)(=O)N methylthiazole-5-sulfonamide